methyl 7-amino-4-(benzyloxy)thieno[2,3-c]pyridine-5-carboxylate NC=1N=C(C(=C2C1SC=C2)OCC2=CC=CC=C2)C(=O)OC